C1(CCC1)N1C(C=CC=C1)=O 1-Cyclobutylpyridin-2(1H)-one